tert-Butyl 7-[4-[3-chloro-4-(difluoromethoxy)-2-fluoro-anilino]pyrimido[5,4-d]pyrimidin-6-yl]-4,7-diazaspiro[2.5]octane-4-carboxylate ClC=1C(=C(NC=2C3=C(N=CN2)C=NC(=N3)N3CCN(C2(CC2)C3)C(=O)OC(C)(C)C)C=CC1OC(F)F)F